5-phenethyloxybicyclo[2.2.1]hept-2-ene C(CC1=CC=CC=C1)OC1C2C=CC(C1)C2